3-(6-chloro-pyrimidin-4-yl)-7-methoxy-imidazo[1,2-a]pyridine ClC1=CC(=NC=N1)C1=CN=C2N1C=CC(=C2)OC